C1CCC2CCCC=CC12 3,3a,4,5,6,8a-hexahydro-1H-azulen